ClC=1C(=NC(=NC1)NC1=CC(=C(C=C1)N1CCC(CC1)N1CCN(CC1)C)OC)C(=O)NC1=C(C=CC=C1C#N)Cl 5-chloro-N-(2-chloro-6-cyanophenyl)-2-((3-methoxy-4-(4-(4-methylpiperazin-1-yl)piperidin-1-yl)phenyl)amino)pyrimidine-4-carboxamide